(Z)-pent-2-en-1-ol C(\C=C/CC)O